CNC(=O)C1CC(C1)N1C(=NC2=C1C=C(C=C2)C(=O)N2CCN(CC2)C2=CC=CC=C2)C2=CC(=C(C(=C2)OC)OC)OC N-methyl-3-(6-(4-phenylpiperazine-1-carbonyl)-2-(3,4,5-trimethoxyphenyl)-1H-benzo[d]imidazol-1-yl)cyclobutane-1-carboxamide